N-(5-((6-((R)-3-(4-chloro-3-fluorophenyl)isoxazolidine-2-yl)pyrimidine-4-yl)amino)-4-methoxy-2-(4-methylpiperazine-1-yl)phenyl)acrylamide ClC1=C(C=C(C=C1)[C@@H]1N(OCC1)C1=CC(=NC=N1)NC=1C(=CC(=C(C1)NC(C=C)=O)N1CCN(CC1)C)OC)F